tert-butyl (5-bromo-7-(chlorosulfonyl)-3-methylquinolin-2-yl)carbamate BrC1=C2C=C(C(=NC2=CC(=C1)S(=O)(=O)Cl)NC(OC(C)(C)C)=O)C